ClC1=NC(=NC=C1)C1CCOCC1 4-chloro-2-(tetrahydro-2H-pyran-4-yl)pyrimidine